C1(CC1)CCN(C1=C2CN(C(C2=CC=C1)=O)C1C(NC(CC1)=O)=O)C1CCC(CC1)NCCC1(CC1)C(F)(F)F 3-(4-((2-cyclopropylethyl)((1r,4r)-4-((2-(1-(trifluoromethyl)cyclopropyl)ethyl)amino)cyclohexyl)amino)-1-oxoisoindolin-2-yl)piperidine-2,6-dione